C(C(C)(C)C)OC(C(CC(=O)OCC(C)(C)C)(C)C(C(F)(F)F)C)=O dineopentyl-2-(1,1,1-trifluoro-2-propyl)-2-methylsuccinate